4,4'-methylene-diphenyl diisocyanate C(C1=CC=C(C=C1)N=C=O)C1=CC=C(C=C1)N=C=O